N1=CC=CC2=CC=CC(=C12)OCCCN 3-(Quinolin-8-yloxy)propan-1-amine